C(C)(=O)OC=1C=C2C=CC(=CC2=CC1)B(O)O 6-ACETOXYNAPHTHALEN-2-YLBORONIC ACID